ClC1=CC=C(C=C1)C1CCN(CC1)CC=1C=C2C(N(C(C2=CC1)=O)C1C(NC(CC1)=O)=O)=O 5-((4-(4-chlorophenyl)piperidin-1-yl)methyl)-2-(2,6-dioxopiperidin-3-yl)isoindoline-1,3-dione